FC(C1=NC=C(C=N1)CN1CC2(C1)CNC2)(F)F 2-[[2-(trifluoromethyl)pyrimidin-5-yl]methyl]-2,6-diazaspiro[3.3]heptane